C(C)OONC(=O)N1CCC(CC1)OC1=CC=C(C=C1)C=1C=CC=2N(C1C)N=CC2 N-ethoxyoxy-4-[4-(7-methylpyrazolo[1,5-a]pyridin-6-yl)phenoxy]piperidine-1-carboxamide